1-(7-(5-bromo-2'-chloro-[1,1'-biphenyl]-2-carbonyl)-5,5-difluoro-2,7-diazaspiro[3.5]nonan-2-yl)prop-2-en-1-one BrC1=CC=C(C(=C1)C1=C(C=CC=C1)Cl)C(=O)N1CC(C2(CN(C2)C(C=C)=O)CC1)(F)F